C(CC)OC(C(C(=O)OCCC)=CC1=CC(=CC=C1)OCCCC)=O 3-butoxybenzylidene-malonic acid dipropyl ester